2-fluoro-1-(2-methyl-3-(3-(4-(trifluoromethyl)phenyl)-1H-pyrazolo[3,4-b]pyridin-1-yl)azetidin-1-yl)prop-2-en-1-one FC(C(=O)N1C(C(C1)N1N=C(C=2C1=NC=CC2)C2=CC=C(C=C2)C(F)(F)F)C)=C